NCC1=CC=C(C=C1)NC(=O)C1=CC2=C(OCCC3=C2SC=C3)C=C1C=1C(=NC(=CC1)C(NC(C)(C)C)=O)C(=O)O 3-(9-((4-(aminomethyl)phenyl)carbamoyl)-4,5-dihydrobenzo[b]thieno[2,3-d]oxepin-8-yl)-6-(tert-butylcarbamoyl)picolinic acid